FC(CCN([C@H]1CN(CC1)[C@@H](C(=O)O)C1=C(C(=CC(=C1)C(C)C)F)OC)CCCCCC1=NC=2NCCCC2C=C1)F (R)-2-((R)-3-((3,3-difluoropropyl)(5-(5,6,7,8-tetrahydro-1,8-naphthyridin-2-yl)pentyl)amino)pyrrolidin-1-yl)-2-(3-fluoro-5-isopropyl-2-methoxyphenyl)acetic acid